methyl-(diphenyl)silane C[SiH](C1=CC=CC=C1)C1=CC=CC=C1